C(C)(C)(C)OC(CCCCCCO)=O 7-hydroxyheptanoic acid tert-butyl ester